C(#N)C=1C(=CC(=NC1)NC(=O)N1C2CC(C3=CC=C(N=C13)C=O)(C2)OCCOC)NCCOC N-(5-cyano-4-((2-methoxyethyl)amino)pyridin-2-yl)-4-(2-methoxyethoxy)-7-formyl-3,4-dihydro-2,4-methylene-1,8-naphthyridine-1(2H)-carboxamide